1-(3-(3-methylphenyl)-1,2,4-oxadiazol-5-yl)piperidine-4-carboxylic acid CC=1C=C(C=CC1)C1=NOC(=N1)N1CCC(CC1)C(=O)O